Cl[SiH](C)OCC chloro(ethoxy)(methyl)silane